(3S,4S)-8-(9-((4-chloro-2,6-difluorophenyl)ethynyl)-7H-imidazo[1,2-c]pyrazolo[4,3-e]pyrimidin-5-yl)-3-methyl-2-oxa-8-azaspiro[4.5]decan-4-amine ClC1=CC(=C(C(=C1)F)C#CC1=NNC2=C1C=1N(C(=N2)N2CCC3([C@@H]([C@@H](OC3)C)N)CC2)C=CN1)F